2-(3-((5-((3-Methoxy-2,6-dimethylphenyl)carbamoyl)thiazol-2-yl)amino)-1H-pyrazol-1-yl)butanoic acid COC=1C(=C(C(=CC1)C)NC(=O)C1=CN=C(S1)NC1=NN(C=C1)C(C(=O)O)CC)C